1,3-dimethyl-2-nitrotoluene CC1(C)C(C(=CC=C1)C)[N+](=O)[O-]